2-(((1H-Benzo[d]imidazol-2-yl)methyl)thio)-3-(9H-fluoren-9-yl)pteridin-4(3H)-one N1C(=NC2=C1C=CC=C2)CSC2=NC1=NC=CN=C1C(N2C2C1=CC=CC=C1C=1C=CC=CC21)=O